2,5-dichlorothiophenol ClC1=C(C=C(C=C1)Cl)S